C(C)N(C(CC1=C(N=C2N1C=CC(=C2)C)C2=CC=C(C=C2)Cl)=O)CC=2C=NC=CC2 N-ethyl-N-(3-pyridylmethyl)-2-[2-(4-chlorophenyl)-7-methyl-imidazo[1,2-a]pyridin-3-yl]-acetamide